CN1C(C2=C(C(=C1)C(=C)C1=CC=CC=C1)OC=C2C(=O)OC)=O methyl 5-methyl-4-oxo-7-(1-phenylvinyl)-4,5-dihydrofuro[3,2-c]pyridin-3-carboxylate